C1(CCC1)C1=CC=C2C=C(C(=NC2=C1C=O)OC)C(=O)OCC ethyl 7-cyclobutyl-8-formyl-2-methoxyquinoline-3-carboxylate